3-(4-((3-(3-chloro-4-hydroxyphenyl)-1-cyclopentyl-1H-pyrazolo[4,3-b]pyridin-6-yl)methoxy)phenyl)butanoic acid ClC=1C=C(C=CC1O)C1=NN(C=2C1=NC=C(C2)COC2=CC=C(C=C2)C(CC(=O)O)C)C2CCCC2